ClC1=CC(=C(C=C1)C(=O)N1CCCC1)C1=CC=C2C(=CN=NC2=C1)NCC1=C(C=C(C=C1)OC)OC [4-chloro-2-[4-[(2,4-dimethoxyphenyl)methylamino]cinnolin-7-yl]phenyl]-pyrrolidin-1-ylmethanone